5-methoxy-2-(methylamino)quinoline-7-carboxylic acid COC1=C2C=CC(=NC2=CC(=C1)C(=O)O)NC